N-(1-cyano-2-(oxopyrrolidin-3-yl)ethyl)-5,5-difluoro-2-(2-hydroxy-2-phenylpropanoyl)-2-azabicyclo[2.2.2]octane-3-carboxamide C(#N)C(CC1C(NCC1)=O)NC(=O)C1N(C2CC(C1CC2)(F)F)C(C(C)(C2=CC=CC=C2)O)=O